C(C)OC(=O)C=1N=CC=2CN(CC(C2C1)C1CCCCC1)C1=CC(=CC(=C1)C)F 5-cyclohexyl-7-(3-fluoro-5-methylphenyl)-5,6,7,8-tetrahydro-2,7-naphthyridine-3-carboxylic acid ethyl ester